tert-butyl (3R)-3-[3-(5-tert-butyl-2-pyridyl)-3-[(6-sulfamoyl-2-pyridyl)amino]propyl]piperidine-1-carboxylate C(C)(C)(C)C=1C=CC(=NC1)C(CC[C@@H]1CN(CCC1)C(=O)OC(C)(C)C)NC1=NC(=CC=C1)S(N)(=O)=O